(6aR,9R)-N,N-diethyl-7-((3-methoxyphenyl)methyl-d)-4,6,6a,7,8,9-hexahydroindolo[4,3-fg]quinoline-9-carboxamide C(C)N(C(=O)[C@H]1CN([C@@H]2CC=3C4=C(C2=C1)C=CC=C4NC3)C([2H])C3=CC(=CC=C3)OC)CC